1-((azetidin-2-ylmethyl)(1-(4-fluoro-3-(trifluoromethyl)phenyl)cyclopropyl)amino)-2-methyl-propan-2-ol N1C(CC1)CN(CC(C)(O)C)C1(CC1)C1=CC(=C(C=C1)F)C(F)(F)F